5-methyl-s-triazolo(3,4-b)benzthiazole CC1=CC=CC2=C1N1C(S2)=NN=C1